2-(1-cyclopropyl-1H-pyrazol-4-yl)-4-((4-nitrophenyl)sulfonyl)-1,4-oxazepan C1(CC1)N1N=CC(=C1)C1OCCCN(C1)S(=O)(=O)C1=CC=C(C=C1)[N+](=O)[O-]